C(C)(=O)O.C(C)(=O)O.C(C)O[Si](O[Sn](CCCC)(CCCC)O[Si](OCC)(OCC)OCC)(OCC)OCC bis(triethoxysilyloxy)dibutyltin diacetate